(Z)-N-benzyl-3-(4-phenoxyphenyl)acrylamide C(C1=CC=CC=C1)NC(\C=C/C1=CC=C(C=C1)OC1=CC=CC=C1)=O